4-(5-cyclopropyl-1H-pyrazol-3-yl)-N2-(1H-indol-5-yl)quinazoline-2,4-diamine C1(CC1)C1=CC(=NN1)C1(NC(=NC2=CC=CC=C12)NC=1C=C2C=CNC2=CC1)N